2-(Methylamino)ethyl (2-(2-pyridyl)-1-(phenyl)ethyl)carbamate N1=C(C=CC=C1)CC(C1=CC=CC=C1)NC(OCCNC)=O